Tert-butyl 4-[4-(2,4-dioxohexahydropyrimidin-1-yl)-8-isoquinolyl]piperidine-1-carboxylate O=C1N(CCC(N1)=O)C1=CN=CC2=C(C=CC=C12)C1CCN(CC1)C(=O)OC(C)(C)C